tert-butyl N-[(2S)-1-{3-bromo-5-chloro-7-iodofuro[3,2-b]pyridin-2-yl}-4-hydroxybutan-2-yl]carbamate BrC1=C(OC=2C1=NC(=CC2I)Cl)C[C@H](CCO)NC(OC(C)(C)C)=O